N-{7-cyclopropoxy-4-[3-(4-fluorophenyl)-1-methyl-1H-pyrazol-4-yl]pyrido[3,2-d]pyrimidin-6-yl}-3-(dimethylamino)bicyclo[1.1.1]pentane-1-carboxamide C1(CC1)OC1=CC=2N=CN=C(C2N=C1NC(=O)C12CC(C1)(C2)N(C)C)C=2C(=NN(C2)C)C2=CC=C(C=C2)F